(S)-2-(4-FLUOROPHENYL)PROPAN-1-AMINE FC1=CC=C(C=C1)[C@@H](CN)C